(1aR,5aR)-2-(2,4-Difluoro-phenyl)-1a,2,5,5a-tetrahydro-1H-2,3-diaza-cyclopropa[a]pentalene-4-carboxylic acid [(R)-2-hydroxy-1-(4-hydroxy-phenyl)-ethyl]-amide OC[C@@H](C1=CC=C(C=C1)O)NC(=O)C=1C=2C[C@@H]3[C@H](C2N(N1)C1=C(C=C(C=C1)F)F)C3